(S)-2-allyl-6-((4-((2-hydroxy-1-phenylethyl)amino)-5-(3-oxa-1-azaspiro[4.5]dec-1-en-2-yl)pyridin-2-yl)amino)-1-methyl-1,2-dihydro-3H-pyrazolo[3,4-b]pyridin-3-one C(C=C)N1N(C2=NC(=CC=C2C1=O)NC1=NC=C(C(=C1)N[C@H](CO)C1=CC=CC=C1)C1=NC2(CO1)CCCCC2)C